FC=1C=C(C=CC1)C1=NC=2N(C(=C1)N1CC(CC1)O)N=CC2 1-(5-(3-fluorophenyl)pyrazolo[1,5-a]pyrimidin-7-yl)pyrrolidin-3-ol